tert-Butyl ((1R,2S)-2-(4-oxo-5-(4-phenoxyphenyl)-4,5-dihydro-3H-1-thia-3,5,8-triazaacenaphthylene-2-carboxamido)cyclopentyl)carbamate O=C1NC2=C(SC=3N=CC=C(N1C1=CC=C(C=C1)OC1=CC=CC=C1)C32)C(=O)N[C@@H]3[C@@H](CCC3)NC(OC(C)(C)C)=O